NC([C@H](C[C@H]1C(NCCC1)=O)NC([C@H](CC1CC1)NC(=O)C=1NC2=C(C=C(C=C2C1)F)Br)=O)=O 2-N-((S)-1-(((S)-1-amino-1-oxo-3-((S)-2-oxopiperidin-3-yl)propan-2-yl)amino)-3-cyclopropyl-1-oxopropan-2-yl)-7-bromo-5-fluoro-1H-indole-2-carboxamide